N-(3-(hydroxymethyl)-1-(4-(trifluoromethyl)phenyl)-1H-indol-5-yl)acrylamide OCC1=CN(C2=CC=C(C=C12)NC(C=C)=O)C1=CC=C(C=C1)C(F)(F)F